Cl.CN1N=C(C2=CC=C(C=C12)OC1CCNCC1)C1C(NC(CC1)=O)=O 3-(1-methyl-6-(piperidin-4-yloxy)-1H-indazol-3-yl)piperidine-2,6-dione hydrochloride